C1N(CC12CNC2)C/C=C/C(=O)OC methyl (E)-4-(2,6-diazaspiro[3.3]heptane-2-yl)but-2-enoate